1-(1-(5-(methoxymethyl)pyrimidin-2-yl)piperidin-4-yl)-4-methyl-1,4-dihydroquinoxaline COCC=1C=NC(=NC1)N1CCC(CC1)N1C=CN(C2=CC=CC=C12)C